O.[Na].[Na].[Na] sodium disodium salt hydrate